CC1=C(C=C2C(=NNC2=C1)C#N)C(F)(F)F 6-methyl-5-(trifluoromethyl)-1H-indazole-3-carbonitrile